3-cycloocten C1CC=CCCCC1